ClC1=CNC2=C(C=C(C(=C12)CN1[C@@H](C[C@@H](CC1)N1CC(C1)C(F)(F)F)C1=CC=C(C(=O)O)C=C1)OC)C 4-((2S,4R)-1-((3-chloro-5-methoxy-7-methyl-1H-indol-4-yl)methyl)-4-(3-(trifluoromethyl)azetidin-1-yl)piperidin-2-yl)benzoic acid